OC[C@@H](C)O |r| (R) and (S)-1,2-dihydroxypropane